C(C)(=O)OC1(C=CC(CC1)C)C(C)C (4-Methyl-1-propan-2-yl-1-cyclohex-2-enyl) acetat